N-(2-((2-methoxyethoxy)methoxy)-5-(1-oxo-6-(3-(tetrahydrofuran-3-yl)-5-(trifluoromethyl)phenyl)-3,4-dihydroisoquinolin-2(1H)-yl)phenyl)methanesulfonamide COCCOCOC1=C(C=C(C=C1)N1C(C2=CC=C(C=C2CC1)C1=CC(=CC(=C1)C(F)(F)F)C1COCC1)=O)NS(=O)(=O)C